C(C)O[Si](CCSSSCC[Si](C)(C)OCC)(C)C bis(2-monoethoxy dimethylsilylethyl) trisulfide